6-(4-chloro-3-fluorophenyl)hexahydropyrrolo[3,4-b][1,4]oxazine-4(4aH)-carboxylic acid tert-butyl ester C(C)(C)(C)OC(=O)N1C2C(OCC1)CN(C2)C2=CC(=C(C=C2)Cl)F